(+/-)-N-(4-((4-fluorophenyl)amino)-6-methylchroman-7-yl)-3,3-dimethylbutanamide FC1=CC=C(C=C1)N[C@@H]1CCOC2=CC(=C(C=C12)C)NC(CC(C)(C)C)=O |r|